N1=CN=C2NC=NC2=C1N1CC(CCC1)C=1C=C(C=CC1)NC(=O)NC1=CC=CC=C1 1-(3-(1-(9H-purin-6-yl)piperidin-3-yl)phenyl)-3-phenylurea